C(=O)(O)C1=C(C=O)C=C(C(=C1)C=O)C(=O)O 2,5-dicarboxyterephthalaldehyde